FC1=CC=C(C=C1)N1N=C(N=C1)C(=O)N[C@@H]1CN(CC1)C=1C=2N(C=C(N1)C(C)C)C=CC2 1-(4-fluorophenyl)-N-[(3S)-1-(3-isopropylpyrrolo[1,2-a]pyrazin-1-yl)pyrrolidin-3-yl]-1,2,4-triazole-3-carboxamide